2-(7-aza-1H-benzotriazole-1-yl)-1,1,3,3-tetramethyl-uronium hexafluorophosphate F[P-](F)(F)(F)(F)F.N1(N=NC2=C1N=CC=C2)OC(=[N+](C)C)N(C)C